N-cyclopropyl-2-(difluoromethoxy)-4-[7-[1-hydroxy-1-methyl-2-(1-piperidyl)ethyl]imidazo[1,2-a]pyridin-3-yl]-6-methoxy-benzamide C1(CC1)NC(C1=C(C=C(C=C1OC)C1=CN=C2N1C=CC(=C2)C(CN2CCCCC2)(C)O)OC(F)F)=O